C(C1=CC=CC=C1)OC=1C=C(C=CC1I)C(C)=O 1-(3-(benzyloxy)-4-iodophenyl)ethanone